2-bromo-1-[4-methoxypyrazolo[1,5-a]pyridin-2-yl]ethan-1-one BrCC(=O)C1=NN2C(C(=CC=C2)OC)=C1